CN(CCCOC1=C(C=C(C=C1)C=1C=CC=2N=CC=3N(C2N1)C(=NN3)C3CCOCC3)C(F)(F)F)C N,N-dimethyl-3-(4-(9-(tetrahydro-2H-pyran-4-yl)pyrido[3,2-e][1,2,4]triazolo[4,3-a]pyrazin-2-yl)-2-(trifluoromethyl)phenoxy)propan-1-amine